1,3,5-tris(carboxymethoxy)benzene C(=O)(O)COC1=CC(=CC(=C1)OCC(=O)O)OCC(=O)O